[O-2].[In+3].[Pd+2] palladium-indium oxide